(R)-2-(4-chlorophenyl)-N-methyl-N-(1-(1-oxo-1,2-dihydroisoquinolin-4-yl)ethyl)acetamide ClC1=CC=C(C=C1)CC(=O)N([C@H](C)C1=CNC(C2=CC=CC=C12)=O)C